Silanone [SiH2]=O